OCCN1C(N(C2=C1C=CC=C2)C)\C=C\C2=CC=C(C=C2)C=2NC(=C(N2)C2=CC=CC=C2)C2=CC=CC=C2 3-(2-hydroxyethyl)-1-methyl-2-[(1E)-2-[4-(4,5-diphenyl-1H-imidazole-2-yl)phenyl]vinyl]-1H-benzimidazole